C(C)(C)(C)OC(=O)NC(C(=O)O)CNC(=O)OC(C)(C)C 2,3-bis((t-butoxycarbonyl)amino)propionic acid